1-(2-(2-((1-((1H-pyrazol-4-yl)sulfonyl)piperidin-4-yl)amino)-5-(trifluoromethyl)pyrimidin-4-yl)thiazol-5-yl)ethan-1-ol N1N=CC(=C1)S(=O)(=O)N1CCC(CC1)NC1=NC=C(C(=N1)C=1SC(=CN1)C(C)O)C(F)(F)F